2-[2-(Acetylamino)ethoxy]ethyl 4-[2-(4-fluorophenyl)-4-oxo-1,3-thiazolidin-3-yl]-3-methylbenzoate FC1=CC=C(C=C1)C1SCC(N1C1=C(C=C(C(=O)OCCOCCNC(C)=O)C=C1)C)=O